CC1(C(N(C(N1CCN1CCOCC1)=O)CC1=NC(=NO1)C1=CC(=C(C=C1)OC1=C(C=CC=C1)S(=O)(=O)CC1OCCCC1)C(F)(F)F)=O)C 5,5-dimethyl-1-(2-morpholinoethyl)-3-((3-(4-(2-(((tetrahydro-2H-pyran-2-yl)methyl)sulfonyl)phenoxy)-3-(trifluoromethyl)phenyl)-1,2,4-oxadiazol-5-yl)methyl)imidazolidine-2,4-dione